Ethyl (S)-3-(3-(4-Hydroxy-1,6-dimethyl-2-oxo-1,2-dihydropyridin-3-yl)ureido)-3-(5-methoxy-2',6'-dimethylbiphenyl-3-yl)propanoat OC1=C(C(N(C(=C1)C)C)=O)NC(N[C@@H](CC(=O)OCC)C=1C=C(C=C(C1)OC)C1=C(C=CC=C1C)C)=O